5-(6-Fluoro-3,4-dihydroisoquinolin-2(1H)-yl)-3-methylthiophene-2-amine FC=1C=C2CCN(CC2=CC1)C1=CC(=C(S1)N)C